6-((4-acetyl-2-fluorobenzyl)oxy)-3',6'-dihydro-[2,4'-bipyridine]-1'(2'H)-carboxylic acid tert-butyl ester C(C)(C)(C)OC(=O)N1CCC(=CC1)C1=NC(=CC=C1)OCC1=C(C=C(C=C1)C(C)=O)F